(S)-N-((R)-1-(4-carbamimidoylthiophen-2-yl)ethyl)-1-((9,9-difluoro-9H-fluorene-3-carbonyl)glycyl)-4-methylenepyrrolidine-2-carboxamide C(N)(=N)C=1C=C(SC1)[C@@H](C)NC(=O)[C@H]1N(CC(C1)=C)C(CNC(=O)C=1C=CC=2C(C3=CC=CC=C3C2C1)(F)F)=O